N-(3-chloro-4-fluorophenyl)-N-(4-(5-(difluoromethyl)-1,3,4-oxadiazol-2-yl)benzyl)-6-methyl-2,6-diazaspiro[3.3]heptane-2-thioamide ClC=1C=C(C=CC1F)N(C(=S)N1CC2(C1)CN(C2)C)CC2=CC=C(C=C2)C=2OC(=NN2)C(F)F